NC1=NC(=NC(=C1C=O)Cl)Cl 4-amino-2,6-dichloro-pyrimidine-5-carbaldehyde